ethyl (1-((6-hydroxy-5'-methyl-4-pentyl-2'-(prop-1-en-2-yl)-1',2',3',4'-tetrahydro-[1,1'-biphenyl]-2-yl)oxy)ethyl) carbonate C(OCC)(OC(C)OC1=C(C(=CC(=C1)CCCCC)O)C1C(CCC(=C1)C)C(=C)C)=O